tetrahydro-1H-pyrazino[2,1-c][1,4]oxazine C1OCCN2C1=CNCC2